CC1=NC(=NC(=C1)N1[C@H](CCCCC1)C1=C(C=CC=C1)C)N |r| (±)-4-Methyl-6-(2-(2-(methyl)phenyl)azepan-1-yl)pyrimidin-2-amine